Cl.C12NC(CC(C1)C2)CO 2-azabicyclo[3.1.1]hept-3-ylmethanol hydrochloride